NC1=C(C(N(C2=NC(=CC=C21)C(F)(F)F)C=2C=NC(=CC2)N)=O)C(=O)OC methyl 4-amino-1-(6-aminopyridin-3-yl)-2-oxo-7-(trifluoromethyl)pyrido[2,3-b]pyridin-3-carboxylate